1,8-dichloro-N-(3-(5-cyclopropylpyrazin-2-yl)phenyl)-N-methyl-[1,2,4]triazolo[4,3-a]quinazolin-5-amine ClC1=NN=C2N1C1=CC(=CC=C1C(=N2)N(C)C2=CC(=CC=C2)C2=NC=C(N=C2)C2CC2)Cl